(±)-2-((2,2-dimethyl-2,3-dihydrobenzofuran-7-yl)oxy)-3-phenylpropanoic acid CC1(OC2=C(C1)C=CC=C2O[C@@H](C(=O)O)CC2=CC=CC=C2)C |r|